[Cl-].C(CCCCC)[P+](C[Si](C)(C)Cl)(CCCCCC)CCCCCC trihexyl-{(chlorodimethylsilyl)methyl}phosphonium chloride